(R)-N-(3-chloro-5-(methylsulfonamido)phenyl)-5-(3-fluoro-5-((1-methylpyrrolidin-3-yl)oxy)pyridin-2-yl)-1-methyl-1H-pyrrole-3-carboxamide ClC=1C=C(C=C(C1)NS(=O)(=O)C)NC(=O)C1=CN(C(=C1)C1=NC=C(C=C1F)O[C@H]1CN(CC1)C)C